CCCCCCCCCCCCCCCC(=O)OCC(COP(=O)(O)OCC(CO)O)OC(=O)CCCCCCCCCCCCCCC 1,2-Dipalmitoyl-sn-glycero-3-phosphoglycerol